FC(C1=NN(C=C1[N+](=O)[O-])C1(CCCCC1)O)F (3-(difluoromethyl)-4-nitro-1H-pyrazol-1-yl)cyclohexanol